methyl 2-benzyl-5,6-dichloroisoindoline-4-carboxylate C(C1=CC=CC=C1)N1CC=2C=C(C(=C(C2C1)C(=O)OC)Cl)Cl